ClC=1C=C(NC=2C3=C(N=CN2)C=CC(=N3)N3CC2(CCN2C(C=C)=O)C3)C=C(C1)F 1-[6-[4-(3-chloro-5-fluoro-anilino)pyrido[3,2-d]pyrimidin-6-yl]-1,6-diazaspiro[3.3]heptan-1-yl]prop-2-en-1-one